(2S)-methyl 2-(tert-butoxycarbonylamino)hex-5-enoate C(C)(C)(C)OC(=O)N[C@H](C(=O)OC)CCC=C